ClC1=CC=C(C=C1)[C@@]1(N(C(C2=CC(=CC(=C12)F)C(C)(C1=NC=CC=N1)O)=O)CC1=NC=C(C=C1)Cl)OCC1(CC1)O (3R)-3-(4-chlorophenyl)-2-[(5-chloropyridin-2-yl)methyl]-4-fluoro-6-[1-hydroxy-1-(pyrimidin-2-yl)ethyl]-3-[(1-hydroxycyclopropyl)methoxy]-2,3-dihydro-1H-isoindol-1-one